2-(2,4-Difluoro-3-hydroxy-5-(trifluoromethyl)phenyl)-N-(1-methylcyclobutyl)benzo[d]oxazole-5-carboxamide FC1=C(C=C(C(=C1O)F)C(F)(F)F)C=1OC2=C(N1)C=C(C=C2)C(=O)NC2(CCC2)C